FC=1C=C(C=CC1F)C1=NC2=C(N1)C=CC(=C2)NC(=O)NC=2C(=C1C=CC(OC1=CC2)(C)C)OC 1-(2-(3,4-difluorophenyl)-1H-benzo[d]imidazol-5-yl)-3-(5-methoxy-2,2-dimethyl-2H-chromen-6-yl)urea